ClC1=CC=C(C=N1)CN(C)CC=1C=NC(=CC1)Cl 6-chloro-N-[(6-chloro-3-pyridyl)methyl]-N-methyl-3-pyridinemethylamine